1-(2,4-difluorobenzyl)-N-((S)-2-((S)-2,2-difluorocyclopropyl)-4-methyl-5-oxo-5,6,7,8-tetrahydro-4H-pyrazolo[1,5-a][1,3]diazepin-6-yl)-1H-1,2,4-triazole-3-carboxamide FC1=C(CN2N=C(N=C2)C(=O)N[C@@H]2C(N(C=3N(CC2)N=C(C3)[C@H]3C(C3)(F)F)C)=O)C=CC(=C1)F